CCCCC(C(O)(O)O)O hexanetetrol